2-((ethylthio)carbonylthio)propionic acid C(C)SC(=O)SC(C(=O)O)C